4-(naphthalen-1-ylmethyl)piperazine-1-carboxylic acid tert-butyl ester C(C)(C)(C)OC(=O)N1CCN(CC1)CC1=CC=CC2=CC=CC=C12